C1(CC1)C=1N=NN(C1)[C@H](C(=O)N1[C@@H](C[C@H](C1)O)C(=O)NCC=1SC(=CN1)C1=CC=CC=C1)C(C)(C)C (2S,4R)-1-[(2S)-2-(4-cyclopropyltriazol-1-yl)-3,3-dimethyl-butanoyl]-4-hydroxy-N-[(5-phenylthiazol-2-yl)methyl]pyrrolidine-2-carboxamide